COC(=O)C/C(=C\\C(=O)O)/C(=O)O The molecule is the 2-(methoxycarbonylmethyl) derivative of fumaric acid. It is a dicarboxylic acid and a methyl ester. It derives from a fumaric acid. It is a conjugate acid of a (2E)-2-(methoxycarbonylmethyl)but-2-enedioate(2-).